ClC=1N=C(C2=C(N1)CCC2)N[C@H]2C(N(CC2)C2=CC=CC=C2)=O (3R)-3-({2-chloro-5H,6H,7H-cyclopenta[d]pyrimidin-4-yl}amino)-1-phenylpyrrolidin-2-one